COC[C@H]1N(CCNC1)C(=O)OC(C)(C)C tert-butyl (S)-2-(methoxymethyl)piperazine-1-carboxylate